2-(2-fluoro-3-iodophenyl)-1,3-dioxolane FC1=C(C=CC=C1I)C1OCCO1